3-(9-((4-(aminomethyl)-2,6-dimethylphenyl)carbamoyl)-4,5-dihydrobenzo[b]thieno[2,3-d]oxepin-8-yl)-6-((1-methylcyclohexyl)carbamoyl)picolinic acid NCC1=CC(=C(C(=C1)C)NC(=O)C1=CC2=C(OCCC3=C2SC=C3)C=C1C=1C(=NC(=CC1)C(NC1(CCCCC1)C)=O)C(=O)O)C